aminopropyl-aminopropyl-triethoxysilane NCCCC(C)O[Si](OCC)(OCC)CCCN